N1=CC2(C=C1)CNC1=CC=CC=C12 spiro[indoline-3,3'-pyrrole]